6-(difluoromethyl)pyridine-2-carboxamide (Z)-S-(2-(N-((4-amino-2-methylpyrimidin-5-yl)methyl)formamido)-5-(phosphonooxy)pent-2-en-3-yl)butanethioate NC1=NC(=NC=C1CN(C=O)C(C)=C(CCOP(=O)(O)O)\S=C(\CCC)/O)C.FC(C1=CC=CC(=N1)C(=O)N)F